OCC1=NC(=CC(=N1)C1=NC2=CC=CC=C2C(N1)=O)C [2-(hydroxymethyl)-6-methylpyrimidin-4-yl]-4-oxo-3,4-dihydroquinazolin